C(CCCCCC)C1CCCCO1 6-HEPTYLTETRAHYDRO-2H-PYRAN